C(C)(C)(C)OC(=O)N([C@H](C(=O)OCC1=CC=CC=C1)C(C)C)C benzyl (2S)-2-[tert-butoxycarbonyl(methyl)amino]-3-methyl-butanoate